[W+4].C(C(CCO)O)O butane-1,2,4-triol tungsten(IV)